C1(CCCCC1)OC=1C=CC(=NC1)NC1=NN(C(=N1)C1=NC=C(C=C1)OC)C 5-(cyclohexyl-oxy)-N-(5-(5-methoxypyridin-2-yl)-1-methyl-1H-1,2,4-triazol-3-yl)pyridin-2-amine